phenyl-(2,5-dimethylphenyl)phosphorus oxide C1(=CC=CC=C1)[P](C1=C(C=CC(=C1)C)C)=O